COC=1C=C2CCN3C(C2=CC1OC)=CC(NC3=O)=NC3=C(C=C(C=C3C)C)C 9,10-dimethoxy-2-(2,4,6-trimethyl-phenylimino)-2,3,6,7-tetrahydropyrimido[6,1-a]isoquinolin-4-one